2-(benzyloxymethyl)-3-(3-bromophenyl)-2-[(3R)-1-tert-butoxycarbonylpyrrolidin-3-yl]propionic acid C(C1=CC=CC=C1)OCC(C(=O)O)(CC1=CC(=CC=C1)Br)[C@@H]1CN(CC1)C(=O)OC(C)(C)C